COC(=O)C=1N(C(OC1C)=O)C.N1(CCNCC1)CCNCCC[Si](OCC)(OCC)C N-(piperazinylethyl)-3-aminopropyl-methyl-diethoxysilane methyl-3,5-dimethyl-2-oxo-2,3-dihydrooxazole-4-carboxylate